3-Isobutyl-2,5-Dimethylpyrazine C(C(C)C)C=1C(=NC=C(N1)C)C